2-(3,5-difluoro-2-vinylphenyl)-1,3-dioxolane FC=1C(=C(C=C(C1)F)C1OCCO1)C=C